ClC=1C(=CC(=C(C1)S(=O)(=O)NC=1SC(=CN1)Cl)F)NCC1=C(C=C(C=C1)Cl)N1CCCCC1 5-chloro-4-((4-chloro-2-(piperidin-1-yl)benzyl)amino)-N-(5-chlorothiazol-2-yl)-2-fluoro-benzenesulfonamide